Nε-(carboxymethyl)lysine C(=O)(O)CNCCCC[C@H](N)C(=O)O